1-benzylbenzene-1,2-diamine C(C1=CC=CC=C1)C1(C(C=CC=C1)N)N